bisphosphonate platinum [Pt+4].P([O-])([O-])=O.P([O-])([O-])=O